tert-butyl N-[(4R,8aS)-2-benzyl-4-methyl-3,4,6,7,8,8a-hexahydro-1H-pyrrolo[1,2-a]pyrazin-7-yl]carbamate C(C1=CC=CC=C1)N1C[C@H]2N([C@@H](C1)C)CC(C2)NC(OC(C)(C)C)=O